6-chloro-1-(1-methylazetidin-3-yl)-4-(pyrrolidin-1-ylmethyl)-1H-pyrrolo[2,3-b]pyridine ClC1=CC(=C2C(=N1)N(C=C2)C2CN(C2)C)CN2CCCC2